C(C)(C)(C)OC(=O)N1[C@@H](CN(CC1)C=1C2=C(N=CN1)N(C=C2I)S(=O)(=O)CC2=CC=CC=C2)C (R)-4-(5-iodo-7-toluenesulfonyl-7H-pyrrolo[2,3-d]pyrimidin-4-yl)-2-methylpiperazine-1-carboxylic acid tert-butyl ester